C(C)OC(=O)C=1C=NN(C1)C1=NC(=CN=C1N)Br.BrC=1C(=C(C(=O)NC2=CC=NN2)C=CC1OC)F bromo-2-fluoro-4-methoxy-N-(1H-pyrazol-5-yl)benzamide ethyl-1-(3-amino-6-bromopyrazin-2-yl)-1H-pyrazole-4-carboxylate